7-fluoro-3-(3-(4-(3-fluorophenyl)-3,6-dihydropyridin-1(2H)-yl)-3-oxopropyl)isoquinolin-1(2H)-one FC1=CC=C2C=C(NC(C2=C1)=O)CCC(=O)N1CCC(=CC1)C1=CC(=CC=C1)F